BrC=1C=C(C=C(C1OC)OC)C1CC(CC(C1)=O)=O 5-(3-bromo-4,5-dimethoxyphenyl)-1,3-Cyclohexanedione